3-(phenylamino)-propyltrimethoxysilane C1(=CC=CC=C1)NCCC[Si](OC)(OC)OC